C1(=CC=CC=C1)NC(=O)C12CC(C1)C2 N-phenylbicyclo[1.1.1]pentane-1-carboxamide